(R)-N-cyano-4-(2-hydroxypropan-2-yl)-N'-((2,4,5,6-tetrahydro-1H-cyclobuta[f]inden-3-yl)carbamoyl)thiophene-2-sulfonimidamide C(#N)N[S@](=O)(=NC(NC1=C2C(=CC=3CCCC13)CC2)=O)C=2SC=C(C2)C(C)(C)O